FC(C1CC=2N(C=C(N2)C=2C=C(C=CC2F)S(=O)(=O)N(C)CC2=CC=C(C=C2)OC)C1)F 3-(6-(difluoromethyl)-6,7-dihydro-5H-pyrrolo[1,2-a]imidazol-2-yl)-4-fluoro-N-(4-methoxybenzyl)-N-methylbenzenesulfonamide